N-benzyl-2-(1H-indol-3-yl)ethane-1-amine C(C1=CC=CC=C1)NCCC1=CNC2=CC=CC=C12